1-(4-acetyl-2-cyanophenyl)-4-{2'-ethoxy-[2,3'-bipyridin]-5-yl}-N-[(3S)-1-methylpyrrolidin-3-yl]piperidine-4-carboxamide C(C)(=O)C1=CC(=C(C=C1)N1CCC(CC1)(C(=O)N[C@@H]1CN(CC1)C)C=1C=CC(=NC1)C=1C(=NC=CC1)OCC)C#N